ClC1=C(C=CC=C1)CC(=O)NC1=CC(=C(C=C1)C=1C=NC=C(C1)OC)S(N=CN(C)C)(=O)=O 2-(2-Chlorophenyl)-N-[3-{[(dimethylamino)methylene]sulfamoyl}-4-(5-methoxypyridin-3-yl)phenyl]acetamide